CC1CCC(N(C1)N=O)C(=O)O 5-methyl-1-nitrosopiperidine-2-carboxylic acid